2-{(12AR)-8-fluoro-10-[(trimethylsilyl)ethynyl]-1,2,3,4,12,12a-hexahydro-6H-pyrazino[2,1-c][1,4]benzooxazepin-9-yl}-3-methylphenol FC=1C(=C(C2=C(CN3[C@@H](CO2)CNCC3)C1)C#C[Si](C)(C)C)C1=C(C=CC=C1C)O